COC1CN(CC1)CCNC(=O)C1=NC=CN=C1 N-(2-(3-methoxypyrrolidin-1-yl)ethyl)pyrazine-2-carboxamide